isopropyl (2R,3S,5R)-2-(((6-(5-bromopyrimidin-2-yl)bicyclo[4.1.0]heptan-3-yl)oxy)methyl)-3-((fluoromethyl)sulfonamido)-5-methylpyrrolidine-1-carboxylate BrC=1C=NC(=NC1)C12CCC(CC2C1)OC[C@@H]1N([C@@H](C[C@@H]1NS(=O)(=O)CF)C)C(=O)OC(C)C